Methoxy-N-(4-(1-(trifluoromethyl)cyclopropyl)butyl)-1H-imidazole-1-carboxamide COC=1N(C=CN1)C(=O)NCCCCC1(CC1)C(F)(F)F